1-methyl-2-undecyl-4(1H)-quinolone CN1C(=CC(C2=CC=CC=C12)=O)CCCCCCCCCCC